C=12N3C=NN=C3N=CC2=CC=NC1 2,4,5,7,12-pentazatricyclo[7.4.0.02,6]trideca-1(13),3,5,7,9,11-hexaene